O[C@@H](CCCC(=O)OC(C)C)\C=C/C=C/C=C/[C@@H](C\C=C/C=C/[C@@H](CC)O)O isopropyl (5S,6Z,8E,10E,12R,14Z,16E,18R)-5,12,18-trihydroxyicosa-6,8,10,14,16-pentaenoate